FC=1C(=C2C(=CC(=CC2=CC1)N)B1OC(C(O1)(C)C)(C)C)OC([2H])([2H])[2H] 6-Fluoro-5-(methoxy-d3)-4-(4,4,5,5-tetramethyl-1,3,2-dioxaborolan-2-yl)naphthalen-2-amine